(1S,2S)-2-(4-methoxyphenyl)cyclopentan-1-ol COC1=CC=C(C=C1)[C@H]1[C@H](CCC1)O